C(=O)N[C@H]1[C@@H]([C@@H]([C@@H](O)O[C@@H]1C)O)O 4,6-dideoxy-4-formamido-α-mannopyranose